C(C(=C)C)(=O)OC(C(=C)C)=O.[Zr] zirconium methacryloyl oxide